N-(3,4-dichlorophenyl)-1-propionyl-spiro[indoline-3,4'-piperidine]-1'-formamide ClC=1C=C(C=CC1Cl)NC(=O)N1CCC2(CC1)CN(C1=CC=CC=C12)C(CC)=O